2-([1,4]Dioxan-2-ylmethoxy)-9-(1H-indol-5-yl)-6,7-dihydro-pyrimido[6,1-a]isoquinolin-4-one O1C(COCC1)COC1=NC(N2C(C3=CC=C(C=C3CC2)C=2C=C3C=CNC3=CC2)=C1)=O